CC1=NC2=CC=CC=C2C(N1C1C(NC(C1)=O)=O)=O 3-(2-methyl-4-oxoquinazolin-3(4H)-yl)pyrrolidine-2,5-dione